N-Octadecyldimethylbenzylammonium chlorid tert-butyl-(4-(((2-aminoethyl)amino)methyl)-2-(1-methyl-1H-imidazol-4-yl)phenyl)(4-(trifluoromethyl)phenyl)carbamate C(C)(C)(C)OC(N(C1=CC=C(C=C1)C(F)(F)F)C1=C(C=C(C=C1)CNCCN)C=1N=CN(C1)C)=O.[Cl-].C(CCCCCCCCCCCCCCCCC)[N+](CC1=CC=CC=C1)(C)C